2-[2-[4-fluoro-2-(3-methyl-1-pyridin-2-ylpyrazol-4-yl)oxyphenyl]pyrimidin-5-yl]ethanamine FC1=CC(=C(C=C1)C1=NC=C(C=N1)CCN)OC=1C(=NN(C1)C1=NC=CC=C1)C